S(=O)(=O)(O)O.COC(C(N1CC2=C(CC1)SC=C2)C2=C(C=CC=C2)Cl)=O (+)-2-(2-chlorophenyl)-2-(4,5,6,7-tetrahydrothieno[3,2-c]pyridin-5-yl)acetic acid methyl ester sulfate